(E)-tert-butyl 4-((tert-butoxycarbonyl) amino)-5-((2-(((4-(3,5-dimethoxystyryl) phenoxy) carbonyl) oxy) ethyl) amino)-5-oxopentanoate C(C)(C)(C)OC(=O)NC(CCC(=O)OC(C)(C)C)C(=O)NCCOC(=O)OC1=CC=C(C=C1)\C=C\C1=CC(=CC(=C1)OC)OC